1-(bromomethyl)-2-methylbenzene BrCC1=C(C=CC=C1)C